tert-butyl N-(5-bromopyridin-3-yl)carbamate BrC=1C=C(C=NC1)NC(OC(C)(C)C)=O